5-hydroxy-3-oxo-2,3-dihydro-1,2,4-triazine-6-carbonitrile OC1=NC(NN=C1C#N)=O